C(C1=CC=CC=C1)OC1=C(C=C(C=C1)C(C=P(C1=CC=CC=C1)(C1=CC=CC=C1)C1=CC=CC=C1)=O)Cl 1-(4-Benzyloxy-3-chloro-phenyl)-2-(triphenyl-λ5-phosphanylidene)-ethanone